N1(CCCC12CNCC2)C(=O)OC(C)(C)C tert-butyl 1,7-diazaspiro[4.4]nonane-1-carboxylate